dioxygen dihydrate O.O.[O].[O]